C(C)(C)(C)OC(CC[C@@H](C(=O)N)N1C(C2=CC=C(C=C2C1)C1=NC=C(C(=C1)CO)Cl)=O)=O (S)-5-amino-4-(5-(5-chloro-4-(hydroxymethyl)pyridin-2-yl)-1-oxoisoindolin-2-yl)-5-oxopentanoic acid tert-butyl ester